2,3,5,6-tetrafluoro-anisole FC1=C(C(=C(C=C1F)F)F)OC